C(C)(C)(C)OC(=O)N1CCC(CC1)CCOS(=O)(=O)C1=CC=C(C=C1)C.C(CCCCCCC)NC(CCSSCCC(=O)NCCCCCCCC)=O N,N'-dioctyl-dithiodipropionamide tert-butyl-4-[2-(p-tolylsulfonyloxy)ethyl]piperidine-1-carboxylate